4-(5H-Imidazo[5,1-a]isoindol-5-yl)-2,2-dimethyltetrahydrofuran-3-ol C=1N=CN2C1C1=CC=CC=C1C2C2C(C(OC2)(C)C)O